Methyl-5-((tert-butoxycarbonyl)amino)-2-chloroisonicotinic acid CC1=C(C(=O)O)C(=CN=C1Cl)NC(=O)OC(C)(C)C